methyl (2R,3S,5R)-2-((((1S,3S,6R)-6-(5-chloro-4-methoxypyrimidin-2-yl)bicyclo[4.1.0]heptan-3-yl)oxy)methyl)-3-((fluoromethyl)sulfonamido)-5-methylpyrrolidine-1-carboxylate ClC=1C(=NC(=NC1)[C@]12CC[C@@H](C[C@@H]2C1)OC[C@@H]1N([C@@H](C[C@@H]1NS(=O)(=O)CF)C)C(=O)OC)OC